Br[Si]([SiH3])(Br)Br tribromodisilane